ammonium ethoxide hydroxide [OH-].[O-]CC.[NH4+].[NH4+]